2-((6-cyclopropyl-8-(4-(oxetan-3-yl)piperazin-1-yl)imidazo[1,2-a]pyridin-2-yl)methyl)isoindoline-1,3-dione C1(CC1)C=1C=C(C=2N(C1)C=C(N2)CN2C(C1=CC=CC=C1C2=O)=O)N2CCN(CC2)C2COC2